C[C@@H]([C@H]1CC[C@@]2([C@@]1(CC[C@H]3C2=CC(=O)[C@H]4[C@@]3(CC[C@@H](C4)O)C)C)O)[C@@H](CCC(C)(C)O)O The molecule is a 3beta-hydroxy steroid that is 5beta-cholestane containing a double bond between positions 7 and 8, and substituted by an oxo group at position 6 and by hydroxy groups at the 3beta, 14alpha, 22 pro-R and 25 positions. It is a 3beta-hydroxy steroid, a 14alpha-hydroxy steroid, a 22-hydroxy steroid, a 25-hydroxy steroid, a 6-oxo steroid and an enone. It derives from an ecdysone. It is a conjugate acid of a 2-deoxyecdysone 22-phosphate(2-). It derives from a hydride of a 5beta-cholestane.